(Z)-oct-5-enoic acid C(CCC\C=C/CC)(=O)O